tert-butyl (S)-2-(3-bromothiophen-2-yl)pyrrolidine-1-carboxylate BrC1=C(SC=C1)[C@H]1N(CCC1)C(=O)OC(C)(C)C